tetramethyl-diarsane C[As]([As](C)C)C